CC1=C(C=CC(=C1)C)C1CC=2C=NN(C(C2CC1)=O)C1=CC=CC(=N1)C#N 6-(6-(2,4-dimethylphenyl)-1-oxo-5,6,7,8-tetrahydrophthalazin-2(1H)-yl)-2-cyanopyridine